[Si](C1=CC=CC=C1)(C1=CC=CC=C1)(C(C)(C)C)OC\C=C(\[C@@H](C)N[S@](=O)C(C)(C)C)/F (R)-N-((R,Z)-5-((tert-butyldiphenylsilyl)oxy)-3-fluoropent-3-en-2-yl)-2-methylpropane-2-sulfinamide